ethyl 2-amino-2-((R)-6-fluoro-6,7-dihydro-5H-pyrrolo[1,2-c]imidazol-1-yl)acetate NC(C(=O)OCC)C1=C2N(C=N1)C[C@@H](C2)F